CC1=NOC(=C1C1=NC2=CC(=CC(=C2C=C1C1=CC=C(C=C1)OC)C(C)O)C)C 1-(2-(3,5-dimethylisoxazol-4-yl)-3-(4-methoxyphenyl)-7-methylquinolin-5-yl)ethan-1-ol